2-(4-amino-phenyl)-1H-benzimidazole-5-carboxylic acid (3-methoxy-phenyl)-amide COC=1C=C(C=CC1)NC(=O)C1=CC2=C(NC(=N2)C2=CC=C(C=C2)N)C=C1